ClC=1C=CC2=C(C(CC(O2)C(=O)NC23CC(C2)(C3)OC=3SC=C(N3)[C@@H]3C[C@@H](C3)OC(F)(F)F)O)C1 6-chloro-4-hydroxy-N-[3-({4-[cis-3-(trifluoromethoxy)cyclobutyl]-1,3-thiazol-2-yl}oxy)bicyclo[1.1.1]pentan-1-yl]-3,4-dihydro-2H-1-benzopyran-2-carboxamide